C1NCC12CC(C2)N2CCC(CC2)C2=CC1=C(N(C(N1C)=O)C1CNCCC1)C=C2 3-[5-(1-{2-azaspiro[3.3]heptan-6-yl}piperidin-4-yl)-3-methyl-2-oxo-1,3-benzodiazol-1-yl]piperidine